Tert-butyl 3-(dimethylphosphoryl)-4-ethynylbenzylcarbamate CP(=O)(C)C=1C=C(CNC(OC(C)(C)C)=O)C=CC1C#C